NNCCCCCCC amino(heptylamine)